CS(=O)(=O)[O-].C[N+]1=CC(=CC=C1)CCCC 1-methyl-3-butylpyridinium methanesulfonate